N-(5-Chloro-6-(2H-1,2,3-triazol-2-yl)pyridin-3-yl)-1-(2-chlorochinolin-5-yl)-5-(trifluoromethyl)-1H-pyrazol-4-carboxamid ClC=1C=C(C=NC1N1N=CC=N1)NC(=O)C=1C=NN(C1C(F)(F)F)C1=C2C=CC(=NC2=CC=C1)Cl